N-(benzo[d]thiazol-2-yl)acetamide S1C(=NC2=C1C=CC=C2)NC(C)=O